2,7-diaza-spiro[3.5]nonane-7-carboxylic acid methyl ester HCl salt Cl.COC(=O)N1CCC2(CNC2)CC1